CN1C(CCC1)COC=1N=CC2=C(N1)CNCC21CC1 2'-((1-methylpyrrolidin-2-yl)methoxy)-7',8'-dihydro-6'H-spiro[cyclopropan-1,5'-pyrido[3,4-d]pyrimidine]